dichloro-3,3'-diaminobiphenyl ClC1=C(C(=C(C=C1)C1=CC(=CC=C1)N)Cl)N